(3,3'-didodecylfluoroheptyl)-2,2'-bithiophene C(CCCCCCCCCCC)C(CCC1=C(SC=C1)C=1SC=CC1)(CCCCF)CCCCCCCCCCCC